3-[(1R)-1-(3-Methoxyphenyl)ethyl]-6-(1H-pyrazol-4-yl)quinazolin-4-one COC=1C=C(C=CC1)[C@@H](C)N1C=NC2=CC=C(C=C2C1=O)C=1C=NNC1